C1(CCCCC1)/C=C/B(O)O (E)-(2-cyclohexylvinyl)boronic acid